C(#N)C1=C(C(=CC=C1)C#N)N=C=O 2,6-dicyano-phenylisocyanate